C(C)(C)C1(NC(=NC(=N1)NC1=C(C=NC=C1)C(F)(F)F)C1=CC=CC=C1)N 2-isopropyl-6-phenyl-N4-(3-(trifluoromethyl)pyridin-4-yl)-1,3,5-triazine-2,4-diamine